triazacyclotridecyn C1#CNNNCCCCCCCC1